2,5-dimethyl-3-isopropyl-pyrazine CC1=NC=C(N=C1C(C)C)C